CC1=C2C(C(=CN(C2=NC(=C1)N1CC(C1)NC(NC1=NC=CC=C1)=O)C=1SC=CN1)C(=O)O)=O 5-methyl-4-oxo-7-(3-{[(pyridin-2-yl)carbamoyl]amino}azetidin-1-yl)-1-(1,3-thiazol-2-yl)-1,4-dihydro-1,8-naphthyridine-3-carboxylic acid